C(C1=CC=CC=C1)OC(=O)N[C@H](C(=O)N[C@H](C(=O)O)CC1=CNC2=CC=CC=C12)CCSC (2S)-2-{[(2S)-2-{[(benzyloxy)carbonyl]amino}-4-(methylthio)butanoyl]amino}-3-(1H-indol-3-yl)propanoic acid